(7R,14R)-1-chloro-6-(methyl-d3)-11-(4,4,5,5-tetramethyl-1,3,2-dioxaborolan-2-yl)-6,7-dihydro-7,14-methanobenzo[f]benzo[4,5]imidazo[1,2-a][1,4]diazocin-5(14H)-one ClC1=CC=CC=2C(N([C@H]3C=4N([C@@H](C21)C3)C3=C(N4)C=CC(=C3)B3OC(C(O3)(C)C)(C)C)C([2H])([2H])[2H])=O